C(C)(C)(C)C=1C=C(C=C(C1)N1N=C(C=C1C)C)[C@H](CC(=O)OC)CN1CC2(C1)C(CN(CC2)CC2=NC=1NCCCC1C=C2)F methyl (3S)-3-(3-(tert-butyl)-5-(3,5-dimethyl-1H-pyrazol-1-yl)phenyl)-4-(5-fluoro-7-((5,6,7,8-tetrahydro-1,8-naphthyridin-2-yl)methyl)-2,7-diazaspiro[3.5]nonan-2-yl)butanoate